2-chloro-4-[[3-[1-(cyanomethyl)-3-(trifluoromethyl)pyrazol-4-yl]imidazo[1,2-a]pyrazin-8-yl]amino]-N-[(2S)-2-hydroxypropyl]benzamide ClC1=C(C(=O)NC[C@H](C)O)C=CC(=C1)NC=1C=2N(C=CN1)C(=CN2)C=2C(=NN(C2)CC#N)C(F)(F)F